ClC=1C=C(C(=O)OC)C=C(C1C)N1CCOCC1 methyl 3-chloro-4-methyl-5-morpholinobenzoate